OCCN1CCN(CC1)CCS(=O)(=O)O 4-(2-hydroxyethyl)-1-piperazine-ethanesulphonic acid